S1C=C(C=C1)C1=NSC(=C1)N 3-(thiophen-3-yl)isothiazol-5-amine